2-phenyl-3-(benzenesulfonyl)oxirane C1(=CC=CC=C1)C1OC1S(=O)(=O)C1=CC=CC=C1